C1(=CC=C(C=C1)OCCCCOS(=O)(=O)O)C1=CC=CC=C1.ClC=1C(=CC2=C(N(C=N2)C2CC2)C1)C#CC1=NN(C(=C1C(=O)N)NC)C1CN(C1)C(C=C)=O 3-[2-(6-chloro-1-cyclopropyl-1,3-benzodiazol-5-yl)ethynyl]-5-(methylamino)-1-[1-(prop-2-enoyl)azetidin-3-yl]Pyrazole-4-carboxamide 4-(4-Biphenyloxy)-1-Butylsulfate